2-fluoro-benzoic acid methyl ester trifluoroacetate salt FC(C(=O)O)(F)F.COC(C1=C(C=CC=C1)F)=O